COC([C@H](CO)NC(=O)OC(C)(C)C)=O (S)-2-tert-butoxycarbonylamino-3-hydroxy-propionic acid methyl ester